6-bromo-N-[5-(methylsulfanyl)-1,3,4-thiadiazol-2-yl]-2,1-benzoxazole-3-carboxamide BrC1=CC=2C(=C(ON2)C(=O)NC=2SC(=NN2)SC)C=C1